2-(8-ethyl-7-fluoro-3-(methoxymethoxy)naphthalen-1-yl)-N,N-dimethyl-5,6,7,8-tetrahydro-4H-pyrazolo[1,5-a][1,4]diazepine-2-carboxamide C(C)C=1C(=CC=C2C=C(C=C(C12)C1(NN2C(CNCCC2)=C1)C(=O)N(C)C)OCOC)F